2-[4-[(2-hydroxy-3-tridecyloxypropyl)oxy]-2-hydroxyphenyl]-4,6-bis-(2,4-dimethylphenyl)-1,3,5-triazine OC(COC1=CC(=C(C=C1)C1=NC(=NC(=N1)C1=C(C=C(C=C1)C)C)C1=C(C=C(C=C1)C)C)O)COCCCCCCCCCCCCC